(4-bromo-2,3-dichlorophenyl)-2-methylpyrimidin-4(3H)-one BrC1=C(C(=C(C=C1)N1C(=NC=CC1=O)C)Cl)Cl